C(#N)C1=CC=C(C=C1)S(=O)(=O)N1C2=CC=CC=C2C=2[C@H](CCCC12)N[S@](=O)C(C)(C)C (R)-N-((S)-9-(4-cyanobenzenesulfonyl)-2,3,4,9-tetrahydro-1H-carbazol-4-yl)-2-methylpropan-2-sulfinamide